BrC1=CC=C2C(CC(C(C2=C1)=O)C(C(=O)OCC)=O)C rac-ethyl 2-(7-bromo-4-methyl-1-oxo-1,2,3,4-tetrahydronaphthalen-2-yl)-2-oxoacetate